3-((11-(4-(trifluoromethyl)phenyl)undecyl)oxy)propyl hydrogen ((((R)-1-(6-amino-9H-purin-9-yl)propan-2-yl)oxy)methyl)phosphonate NC1=C2N=CN(C2=NC=N1)C[C@@H](C)OCP(OCCCOCCCCCCCCCCCC1=CC=C(C=C1)C(F)(F)F)(O)=O